ClC=1C(=C2C(=NC1)C=C(N2)CN2C(C(=CC=C2)NC([C@@H](CC\C=C\C(=O)N(C)C)CN(C([O-])=O)C)=O)=O)CC(C)C (S,E)-1-((1-((6-Chloro-7-isobutyl-1H-pyrrolo[3,2-b]pyridin-2-yl)methyl)-2-oxo-1,2-dihydropyridin-3-yl)amino)-7-(dimethylamino)-1,7-dioxohept-5-en-2-yl-dimethylcarbamat